ClC=1C(=C(C=CC1F)[C@H](NC(=O)N1[C@@H](C(NCC1)=O)C)C=1C=NC(=CC1)C1CC1)F |o1:8| (2R)-N-((R or S)-(3-chloro-2,4-difluoro-phenyl)(6-cyclopropylpyridin-3-yl)methyl)-2-methyl-3-oxopiperazine-1-carboxamide